(S)-8-chloro-6-(((1-(1-(difluoromethyl)cyclopropyl)-1H-1,2,3-triazol-4-yl)(6-fluoro-2-methylpyridin-3-yl)methyl-d)amino)-4-((2,2-dimethylpropyl-1,1-d2)amino)quinoline-3-carbonitrile ClC=1C=C(C=C2C(=C(C=NC12)C#N)NC(C(C)(C)C)([2H])[2H])N[C@@]([2H])(C=1C(=NC(=CC1)F)C)C=1N=NN(C1)C1(CC1)C(F)F